N-(3-dimethylamino-2,2-dimethylpropyl)acrylamide butyl-(1-(2,2-dimethyl-4,6-dioxo-1,3-dioxan-5-yl)-1-oxo-3-phenylpropan-2-yl)carbamate C(CCC)N(C(O)=O)C(C(=O)C1C(OC(OC1=O)(C)C)=O)CC1=CC=CC=C1.CN(CC(CNC(C=C)=O)(C)C)C